Ethyl 6-[(1R,4R)-5-methyl-2,5-diazabicyclo[2.2.1]heptan-2-yl]-2-phenylimidazo[1,2-b]pyridazine-3-carboxylate CN1[C@H]2CN([C@@H](C1)C2)C=2C=CC=1N(N2)C(=C(N1)C1=CC=CC=C1)C(=O)OCC